C1=CC=CC=2C3=CC=CC=C3N(C12)C1=CC=C(O1)C=O 5-(9H-carbazol-9-yl)furan-2-formaldehyde